N-{4-(9,9-dimethylfluoren-2-yl)phenyl}-N-{6-phenyl-1,1':3',1''-terphenyl-4-yl}amine CC1(C2=CC=CC=C2C=2C=CC(=CC12)C1=CC=C(C=C1)NC1=CC=C(C(=C1)C1=CC=CC=C1)C1=CC(=CC=C1)C1=CC=CC=C1)C